CN1CCN(CC1)C1=CC=C(C=C1)NC(NCCSSCCNC(O)=O)=O [2-(2-{3-[4-(4-methylpiperazin-1-yl)phenyl]ureido}ethyldithio)ethyl]carbamic acid